C(C)OC(C(\C=C/C1=CC=C(C=C1)C(=O)OC)(F)F)=O Z-ethyl-4-(4-carbomethoxyphenyl)-2,2-difluorobut-3-enoate